N-butanoyl-α-glutamyl-cysteinyl-glycine C(CCC)(=O)N[C@@H](CCC(O)=O)C(=O)N[C@@H](CS)C(=O)NCC(=O)O